dithianedial S1SC(CCC1)(C=O)C=O